C(C)(C)(C)OC(N(CC)[C@H](COC1=CC=2C=3C=C4C(=C(C3N(C2C=C1)C)C)C=CN=C4)C)=O tert-butyl-N-[(1S)-2-(5,6-dimethylpyrido[4,3-b]carbazol-9-yl) oxy-1-methyl-ethyl]-N-ethyl-carbamate